methyl (1R,2S,3R,4S)-3-(4-methoxy-6-((3-morpholinobicyclo[1.1.1]pentan-1-yl)amino)pyrimidine-5-carboxamido)bicyclo[2.2.1]heptane-2-carboxylate COC1=NC=NC(=C1C(=O)N[C@H]1[C@H]([C@@H]2CC[C@H]1C2)C(=O)OC)NC21CC(C2)(C1)N1CCOCC1